N1(CCCCC1)C12CC(C1)(C2)NC(OC2=CC=CC=C2)=O phenyl (3-(piperidin-1-yl) bicyclo[1.1.1]pentan-1-yl)carbamate